C1(CCCC1)N1CCN(CC1)C=1C=CC2=C(CN(CCC2(C)C)C(=O)C2=CC=C(C=C2)N2CCCC2)C1 (8-(4-cyclopentylpiperazin-1-yl)-5,5-dimethyl-1,3,4,5-tetrahydro-2H-benzo[c]azepin-2-yl)(4-(pyrrolidin-1-yl)phenyl)methanone